hydroxyphenylglycine methyl ester hydrochloride Cl.COC(C(NO)C1=CC=CC=C1)=O